FC=1C=CC(=NC1)C1=NN2C(COC(C2)(C)C)=C1C1=C2C(=NC=C1)N(N=C2)C 2-(5-fluoro-2-pyridinyl)-6,6-dimethyl-3-(1-methylpyrazolo[3,4-b]pyridin-4-yl)-4,7-dihydropyrazolo[5,1-c][1,4]oxazine